(R)-N-(3-(1-((2-amino-5-chloropyridin-3-yl)oxy)ethyl)phenyl)-2-chloro-3-methylbenzamide NC1=NC=C(C=C1O[C@H](C)C=1C=C(C=CC1)NC(C1=C(C(=CC=C1)C)Cl)=O)Cl